C[Si](C(F)(F)F)C(F)(F)F methyl-bistrifluoromethyl-silicon